CC1=C(C(=C(C(=C1C)CN)C)C)CN (2,3,5,6-tetramethyl-1,4-phenylene)dimethanamine